ClC=1C=C(C=C(C1)OC(F)(F)F)C1=CCC2(CN(C2)C(=O)OCCCC)CC1 Butyl 7-(3-chloro-5-(trifluoromethoxy)phenyl)-2-azaspiro[3.5]non-6-ene-2-carboxylate